vinylbenzyl trifluoromethanesulfonate FC(S(=O)(=O)OC(C1=CC=CC=C1)C=C)(F)F